N1=CN=CC2=C1CCOC2=O 7,8-dihydro-5H-pyrano[4,3-d]pyrimidin-5-one